N-(6-methyl-5-(3-(9-(tetrahydro-2H-pyran-2-yl)-9H-purin-6-yl)pyridin-2-ylamino)pyridin-3-yl)-5-(trifluoromethyl)nicotinamide CC1=C(C=C(C=N1)NC(C1=CN=CC(=C1)C(F)(F)F)=O)NC1=NC=CC=C1C1=C2N=CN(C2=NC=N1)C1OCCCC1